8-methoxy-N-[(1R)-1-[3-nitro-5-(trifluoromethyl)phenyl]ethyl]-7-[(3S)-oxolan-3-yloxy]pyrazolo[1,5-a]quinazolin-5-amine COC1=C(C=C2C(=NC=3N(C2=C1)N=CC3)N[C@H](C)C3=CC(=CC(=C3)C(F)(F)F)[N+](=O)[O-])O[C@@H]3COCC3